FC1=CC2=C(C(=NO2)C2CCN(CC2)S(=NS(=O)(=O)C2=CC=C(C=C2)[N+](=O)[O-])(=NC(C)(CC(C)(C)C)C)C2=CC=C(C=C2)F)C=C1 N-((4-(6-Fluorobenzo[d]isoxazol-3-yl)piperidin-1-yl)(4-fluorophenyl)((2,4,4-trimethylpentan-2-yl)imino)-λ6-sulfaneylidene)-4-nitrobenzenesulfonamide